4-{3-[3-(4-Chlorophenyl)-1H-pyrazol-5-yl]phenyl}morpholine ClC1=CC=C(C=C1)C1=NNC(=C1)C=1C=C(C=CC1)N1CCOCC1